CN1C(N(C2=C1C=CC(=C2)S(NC2(CC2)C)(=O)=O)C2=CC=C(O2)/C=C/C(=O)O)=O (E)-3-[5-[3-methyl-6-[(1-methylcyclopropyl)sulfamoyl]-2-oxo-benzimidazol-1-yl]-2-furyl]prop-2-enoic acid